C(C1=CC=CC=C1)N1CC(C1)C(=O)OC[C@@H]1C[C@H]2N(CCC3=CC(=C(C=C23)OC)OC)C[C@H]1CC(C)C [(2R,3S,11bR)-9,10-dimethoxy-3-(2-methylpropyl)-1H,2H,3H,4H,6H,7H,11bH-pyrido[2,1-a]isoquinolin-2-yl]methyl 1-benzylazetidine-3-carboxylate